C=C1OC2(CCCC2)CO1 2-Methylen-1,3-dioxolan-5-spirocyclopentan